C=1([O-])C([O-])=CC=CC1.[Na+].[Na+] disodium catecholate